ClC=1C(=CC=C2N=CC(=NC12)C=1C=NN(C1)CC(=O)N1CC(CC1)(F)F)OC=1C=CC2=C(N(C(=N2)C)COCC[Si](C)(C)C)C1F 2-(4-(8-Chloro-7-((7-fluoro-2-methyl-1-((2-(trimethylsilyl)ethoxy)methyl)-1H-benzo[d]imidazol-6-yl)oxy)quinoxalin-2-yl)-1H-pyrazol-1-yl)-1-(3,3-difluoropyrrolidin-1-yl)ethanone